S1C(=NC=C1)C1=CC=C(C=2N=C(OC21)N2CC1CCC(C2)N1O)C(C(F)(F)F)O 3-(7-(thiazol-2-yl)-4-(2,2,2-trifluoro-1-hydroxyethyl)-benzo[d]oxazol-2-yl)-3,8-diazabicyclo[3.2.1]octan-8-ol